C(CCCCCCCCC)C1C(CCCC1)=O 2-decylcyclohexan-1-one